NC=1C2=C(N=CN1)N1C(=C2C2=CC(=C(C=C2)OC2=NC=CC(=N2)C)F)CN(CC1)C(C#CC)=O (4-amino-5-(3-fluoro-4-((4-methylpyrimidin-2-yl)oxy)phenyl)-8,9-dihydropyrazino[1',2':1,5]pyrrolo[2,3-d]pyrimidin-7(6H)-yl)but-2-yn-1-one